ClC1=CC=C(C(=N1)C(C)C)C=1C=C(C=2N(C1)C=C(N2)C)C 6-(6-chloro-2-isopropyl-3-pyridyl)-2,8-dimethyl-imidazo[1,2-a]pyridine